3-[(3R)-4-(5-Formylpyrazin-2-yl)-3-methylpiperazin-1-yl]Propionic acid ethyl ester C(C)OC(CCN1C[C@H](N(CC1)C1=NC=C(N=C1)C=O)C)=O